COC(CCCCCC#CC(OCC(CC)C)OCC(CC)C)=O 9,9-bis(2-methylbutoxy)-7-nonynoic acid methyl ester